NCC(CC(=O)O)C1=CC=C(C=C1)Cl γ-amino-β-(p-chlorophenyl)butyric acid